((4S)-4-(4-fluorophenyl)-3,3-dimethyl-1-pyrrolidinyl)methanone FC1=CC=C(C=C1)[C@H]1C(CN(C1)C=O)(C)C